5-[[3-chloro-4-[(2-guanidinoacetyl)amino]phenyl]sulfonylamino]thiazole-4-carboxylic acid ClC=1C=C(C=CC1NC(CNC(=N)N)=O)S(=O)(=O)NC1=C(N=CS1)C(=O)O